FC(S(=O)(=O)OC=1C(=C2COC(C2=CC1)=O)Cl)(F)F 4-chloro-1-oxo-1,3-dihydroisobenzofuran-5-yl trifluoromethanesulfonate